[N+](=O)([O-])C=1C=C(C[C@@]2(NCCC2)C(=O)O)C=CC1 alpha-(3-nitro-benzyl)-proline